C(C)OC(=O)C1=CC2=C(CN(CC2)CCNC(C2=CC(=CC=C2)C2=NOC(=N2)C)=O)S1.C1=C(C=CC2=CC(=CC=C12)C(=O)OC)C(=O)OC Dimethyl 2,6-NaphthaleneDicarboxylate Ethyl-6-[2-[[3-(5-methyl-1,2,4-oxadiazol-3-yl)benzoyl]amino]ethyl]-5,7-dihydro-4H-thieno[2,3-c]pyridine-2-carboxylate